ClC=1C=C2C=C(NC2=CC1C1=NC=C(N=C1)OC)CNC(COC(F)(F)F)=O N-{[5-chloro-6-(5-methoxy-2-pyrazinyl)-2-indolyl]methyl}trifluoromethoxyacetamide